ClC1=C(C=CC=C1)N1CCCN(S1(=O)=O)CC(=O)NC1C2CC3(CC(CC1C3)C2)C(=O)N 4-(2-(6-(2-chlorophenyl)-1,1-dioxido-1,2,6-thiadiazinan-2-yl)acetamido)adamantane-1-carboxamide